2-bromo-4-methyl-3,5,6-trifluorobenzyl (1R)-trans-3-(1-propenyl)-2,2-dimethylcyclopropanecarboxylate C(=CC)[C@H]1C([C@@H]1C(=O)OCC1=C(C(=C(C(=C1F)F)C)F)Br)(C)C